N1(CC1)CCC(=O)O.N1(CC1)CCC(=O)O.N1(CC1)CCC(=O)O.C(O)C(CC)(CO)CO trimethylolpropane-tris((β-aziridinyl) propionate)